FC(COC1=C(C=C(C(=N1)OC)NS(=O)(=O)C1=CN=C2N1CCC(C2)OC)F)F N-[6-(2,2-difluoroethoxy)-5-fluoro-2-methoxy-3-pyridinyl]-7-methoxy-5,6,7,8-tetrahydroimidazo[1,2-a]pyridine-3-sulfonamide